O-benzylserine C1=CC=C(C=C1)COCC(C(=O)O)N